C(#C)[C@@]1(O[C@H](C=C1)N1C(NC(C(=C1)C)=O)=O)COP(=O)(OC1=CC=CC=C1)N[C@@H](C)C(=O)OC methyl ((((2R,5R)-2-ethynyl-5-(5-methyl-2,4-dioxo-3,4-dihydropyrimidin-1(2H)-yl)-2,5-dihydrofuran-2-yl)methoxy)(phenoxy) phosphoryl)-L-alaninate